methylol-1,3,5-triamino-2,4,6-triazine C(O)C1(NC(=NC(=N1)N)N)N